(3Z)-6-(pentoxymethoxy)-3-hexenyl-magnesium chloride C(CCCC)OCOCC\C=C/CC[Mg]Cl